4-[5-(7-Ethoxyquinazolin-5-yl)pyrazin-2-yl]piperazine-1-carboxylic acid tert-butyl ester C(C)(C)(C)OC(=O)N1CCN(CC1)C1=NC=C(N=C1)C1=C2C=NC=NC2=CC(=C1)OCC